C=CCCCCCCCCCCCCCC 1-Hexadecen